NC/C=C(\C)/C1=C(C=C(C=C1)NC1=NC=2N(C(=C1)NC1CC1)N=CC2)C[S@](=O)C |r| (±)-(E)-5-((4-(4-Aminobut-2-en-2-yl)-3-((methylsulfinyl)methyl)phenyl)amino)-7-(cyclopropylamino)pyrazolo[1,5-a]pyrimidin